FC1=C2CC(CC2=CC(=C1N1S(NC(C1)=O)(=O)=O)OCOCCOC)CNC(OC(C)(C)C)=O tert-butyl ({4-fluoro-6-[(2-methoxyethoxy)methoxy]-5-(1,1,4-trioxo-1λ6,2,5-thiadiazolidin-2-yl)-2,3-dihydro-1H-inden-2-yl}methyl)carbamate